(6SR)-7-(4-bromo-3-chloro-benzoyl)-6-methyl-3-oxo-N-[(1R)-1-phenylethyl]-2-(4-pyrazol-1-ylphenyl)-6,8-dihydro-5H-imidazo[1,5-a]pyrazine-1-carboxamide BrC1=C(C=C(C(=O)N2CC=3N(C[C@@H]2C)C(N(C3C(=O)N[C@H](C)C3=CC=CC=C3)C3=CC=C(C=C3)N3N=CC=C3)=O)C=C1)Cl |&1:12|